3,6-dibromocarbazol BrC=1C=CC=2NC3=CC=C(C=C3C2C1)Br